methyl 3-(4-fluoro-2-methoxy-phenoxy)-5-iodo-6-(trifluoromethyl)pyridazine-4-carboxylate FC1=CC(=C(OC=2N=NC(=C(C2C(=O)OC)I)C(F)(F)F)C=C1)OC